(4aS,7aS)-benzyl 6-(3-((4-methoxybenzyl) oxy)-2,2-dimethyl-3-oxopropyl)-5-oxohexahydropyrrolo[3,4-b][1,4]oxazine-4(4aH)-carboxylate COC1=CC=C(COC(C(CN2C[C@@H]3OCCN([C@@H]3C2=O)C(=O)OCC2=CC=CC=C2)(C)C)=O)C=C1